4-(3-((3-chlorobenzyl)amino)-2-nitrophenyl)piperazine-1-carboxylic acid tert-butyl ester C(C)(C)(C)OC(=O)N1CCN(CC1)C1=C(C(=CC=C1)NCC1=CC(=CC=C1)Cl)[N+](=O)[O-]